methyl 3,3-difluoro-1-methyl-2-oxoindoline-6-carboxylate FC1(C(N(C2=CC(=CC=C12)C(=O)OC)C)=O)F